tert-butyl 4-[[2-(2,6-dioxopiperidin-3-yl)-1,3-dioxoisoindol-4-yl]methyl]piperidine-1-carboxylate O=C1NC(CCC1N1C(C2=CC=CC(=C2C1=O)CC1CCN(CC1)C(=O)OC(C)(C)C)=O)=O